Methyl 2-fluoro-3-(N-cyclopropylmethylamino)benzoate FC1=C(C(=O)OC)C=CC=C1NCC1CC1